2-((benzo[c][1,2,5]thiadiazol-5-ylmethyl)(1-(3-fluoropyridin-2-yl)ethyl)amino)-2-oxoacetic acid N=1SN=C2C1C=CC(=C2)CN(C(C(=O)O)=O)C(C)C2=NC=CC=C2F